CC=1C=C(C=C(C1Cl)C)O 3,5-dimethyl-4-chlorophenol